C(CCCCCCCCCCCCC)N1C(=C(C(C2=C(C=C(C=C12)OCC1=CC=CC=C1)OCC1=CC=CC=C1)=O)OCC1=CC=CC=C1)C1=CC=C(C=C1)OCC1=CC=CC=C1 N-tetradecyl-2-(4-benzyloxyphenyl)-3,5,7-tribenzyloxyquinolin-4-one